OP(O)OP(O)O.C(CCCCCCCC)C(C(C(O)(C1=CC=CC=C1)CCCCCCCCC)(CO)CO)O dinonylphenyl-pentaerythritol diphosphite